ICCC/C=C/C(OCCCC)OCCCC (2E)-6-iodo-1,1-dibutoxy-2-hexene